(1s,2s)-2-(2,4-dichlorophenyl)cyclobutanamine ClC1=C(C=CC(=C1)Cl)[C@H]1[C@H](CC1)N